ClC1=C(C=CC(=C1)OCCN1CCNCC1)C=1N(C2=NC=NC(=C2N1)OC1(CC1)C)C[C@H](C)C1=CC=CC=C1 (R)-8-(2-chloro-4-(2-(piperazin-1-yl)ethoxy)phenyl)-6-(1-methylcyclopropoxy)-9-(2-phenylpropyl)-9H-purine